4-[(2-ethylphenyl)amino]-2-[(6-methoxy-2-methyl-1,2,3,4-tetrahydroisoquinolin-7-yl)amino]pyrimidine-5-carboxamide C(C)C1=C(C=CC=C1)NC1=NC(=NC=C1C(=O)N)NC1=C(C=C2CCN(CC2=C1)C)OC